2,4-dimethyl-3,5,6-trifluorobenzyl (1R)-trans-3-(1-propenyl)-2,2-dimethylcyclopropanecarboxylate C(=CC)[C@H]1C([C@@H]1C(=O)OCC1=C(C(=C(C(=C1F)F)C)F)C)(C)C